1-Azido-3,6-dioxaoct-8-yl α-D-mannopyranoside O([C@@H]1[C@@H](O)[C@@H](O)[C@H](O)[C@H](O1)CO)CCOCCOCCN=[N+]=[N-]